5-((S)-3-((S)-sec-butyl)-2-oxo-2,3,4,5-tetrahydro-1H-benzo[e][1,4]diazepine-4-carbonyl)picolinamide [C@H](C)(CC)[C@@H]1N(CC2=C(NC1=O)C=CC=C2)C(=O)C=2C=CC(=NC2)C(=O)N